CN(C)CC1(CC1)COC=1N=C(C2=C(N1)CN(CC2)C2=CC(=CC1=CC=C(C(=C21)CC)F)O)N2CC(CCC2)C=2N=NN(C2)C 4-(2-((1-((dimethylamino)methyl)cyclopropyl)methoxy)-4-(3-(1-methyl-1H-1,2,3-triazol-4-yl)piperidin-1-yl)-5,8-dihydropyrido[3,4-d]pyrimidin-7(6H)-yl)-5-ethyl-6-fluoronaphthalen-2-ol